chromium-manganese sulfide [S-2].[Mn+2].[Cr+3]